BrC1=CNC2=NC=C(C=C21)[N+](=O)[O-] 3-Bromo-5-nitro-1H-pyrrolo[2,3-b]pyridine